tert-butyl (2R,5S)-5-[2-(4-chloro-3-fluorophenoxy)acetamido]-2-{5-[2-(trifluoromethoxy)ethoxy]-1,3,4-oxadiazol-2-yl}piperidine-1-carboxylate ClC1=C(C=C(OCC(=O)N[C@H]2CC[C@@H](N(C2)C(=O)OC(C)(C)C)C=2OC(=NN2)OCCOC(F)(F)F)C=C1)F